ClC=1N=NC2=CC(=CC(=C2C1)F)C=1C=C(C=2N(N1)C=C(N2)C)C 3-chloro-7-(2,8-dimethylimidazo[1,2-b]pyridazin-6-yl)-5-fluoro-cinnoline